5-bromo-N-(3-bromophenyl)-1H-benzimidazole-2-carboxamide BrC1=CC2=C(NC(=N2)C(=O)NC2=CC(=CC=C2)Br)C=C1